(5,6-difluoro-1H-indol-3-yl)-6-phenyl-3,4-dihydroisoquinoline-2(1H)-carboxamide FC=1C=C2C(=CNC2=CC1F)C1N(CCC2=CC(=CC=C12)C1=CC=CC=C1)C(=O)N